CC1=CC=C(C=C1)S(=O)(=O)O[C@H](COC[C@H](CO[Si](C1=CC=CC=C1)(C1=CC=CC=C1)C(C)(C)C)NC(=O)OC(C)(C)C)C (S)-1-((R)-2-((tert-butoxycarbonyl)amino)-3-((tert-butyldiphenylsilyl)oxy)propoxy)propan-2-yl 4-methylbenzenesulfonate